C1(CC1)C(=O)N1CCC(CC1)C1=NC=C(C=N1)C=1C=CC=2N(C1)C(=C(N2)CC)N(C=2SC(=C(N2)C2=CC=C(C=C2)F)C#N)C 2-((6-(2-(1-(cyclopropanecarbonyl)piperidin-4-yl)pyrimidin-5-yl)-2-ethylimidazo[1,2-a]pyridin-3-yl)(methyl)amino)-4-(4-fluorophenyl)thiazole-5-carbonitrile